(3R)-4-(7-(8-oxabicyclo[3.2.1]octan-3-yl)-2-(1H-pyrazol-3-yl)-6,7,8,9-tetrahydro-2H-1,2,3,7-tetraazabenzo[cd]azulene-4-yl)-3-methylmorpholine C12CC(CC(CC1)O2)N2CC=1C3=C(N(N=C3CC2)C2=NNC=C2)N=C(C1)N1[C@@H](COCC1)C